ClC=1C=C(C2=C(C(=C(O2)C)COC2=C(C=CC(=C2)OC)CC(=O)OCC)C1)NCC1CC1 ethyl 2-(2-((5-chloro-7-((cyclopropylmethyl)amino)-2-methylbenzofuran-3-yl)methoxy)-4-methoxyphenyl)acetate